(1S,2S)-N-(6-(7-(dimethylamino)-5-ethyl-6-fluoro-1H-indazol-4-yl)imidazo[1,2-a]pyrazin-2-yl)-2-fluorocyclopropane-1-carboxamide CN(C=1C(=C(C(=C2C=NNC12)C=1N=CC=2N(C1)C=C(N2)NC(=O)[C@H]2[C@H](C2)F)CC)F)C